C(=C)OCCN β-aminoethyl vinyl ether